N-(3,3-Difluorocyclobutyl)-2-((2-methoxy-5-methylpyridin-3-yl)sulfonyl)-5-oxa-2-azaspiro[3.4]octan-7-amine FC1(CC(C1)NC1COC2(CN(C2)S(=O)(=O)C=2C(=NC=C(C2)C)OC)C1)F